ClC1=C2C(=NC=C1)C=CS2 7-Chlorothiopheno[3,2-b]pyridine